C(C)(C)(C)OC(=O)NC1=C(N=C(S1)C1=C(C=CC(=C1)CN1CCCC1)F)C(=O)OC methyl 5-((tert-butoxycarbonyl)amino)-2-(2-fluoro-5-(pyrrolidin-1-ylmethyl)phenyl)thiazole-4-carboxylate